O=C1N(C(CC1)=O)CCOC(/C=C/C(=O)O)=O (E)-4-(2-(2,5-dioxopyrrolidin-1-yl)ethoxy)-4-oxobut-2-enoic acid